3,6-Dichloro-4-(3,3-difluoroazetidine-1-yl)pyridazine ClC=1N=NC(=CC1N1CC(C1)(F)F)Cl